6-amino-5-(1-benzyl-1H-pyrazol-4-yl)pyrimidin NC1=C(C=NC=N1)C=1C=NN(C1)CC1=CC=CC=C1